(3S,5R)-6-methyl-octanoic acid CC(CCCCC(=O)O)CC